tris(2,3-dimethyl-hexyl)aluminum CC(C[Al](CC(C(CCC)C)C)CC(C(CCC)C)C)C(CCC)C